((2S,3R,4R)-4-(3,4-dimethoxybenzyl)-2-(4-methoxyphenyl)tetrahydrofuran-3-yl)methanol COC=1C=C(C[C@@H]2[C@@H]([C@H](OC2)C2=CC=C(C=C2)OC)CO)C=CC1OC